(R)-N-((5-bromo-6-methylpyridin-2-yl)methyl)butan-2-amine BrC=1C=CC(=NC1C)CN[C@H](C)CC